O=C1NC(CCC1N1C(C2=CC=C(C=C2C1)C1CCN(CC1)C(=O)C=1NC2=CC=CC=C2C1C#N)=O)=O 2-(4-(2-(2,6-dioxopiperidin-3-yl)-1-oxoisoindolin-5-yl)piperidine-1-carbonyl)-1H-indole-3-carbonitrile